tert-butyl 4-((4-bromo-1-tosyl-1H-pyrrolo[2,3-b]pyridin-5-yl) amino)-4-cyanopiperidine-1-carboxylate BrC1=C2C(=NC=C1NC1(CCN(CC1)C(=O)OC(C)(C)C)C#N)N(C=C2)S(=O)(=O)C2=CC=C(C)C=C2